ClC=1N=CC2=C(N1)N(C=C2)CCC2=C(C=CC=C2)OC 2-chloro-7-(2-methoxyphenethyl)-7H-pyrrolo[2,3-d]pyrimidine